5-morpholin-4-yl-pentanoic acid (4-pyridin-3-yl-phenyl)-amide N1=CC(=CC=C1)C1=CC=C(C=C1)NC(CCCCN1CCOCC1)=O